N-[(2S)-2-aminopropyl]-4-[[3-[4-(difluoromethoxy)phenyl]imidazo[1,2-a]pyrazin-8-yl]amino]-2-methylbenzamide N[C@H](CNC(C1=C(C=C(C=C1)NC=1C=2N(C=CN1)C(=CN2)C2=CC=C(C=C2)OC(F)F)C)=O)C